2-[4-(trifluoromethyl)phenyl]-6,7-dihydropyrazolo[1,5-a]pyrazine-5(4H)-carboxylate FC(C1=CC=C(C=C1)C1=NN2C(CN(CC2)C(=O)[O-])=C1)(F)F